O1C=CC2=C1C=CC(=C2)NC2=CC=NC1=CC=C(C=C21)C2=C(C=C(CN1CC(NCC1)=O)C=C2)F 4-(4-(4-(benzofuran-5-ylamino)quinolin-6-yl)-3-fluorobenzyl)piperazin-2-one